6-fluoro-2-methyl-7-nitro-3,4-dihydro-1H-isoquinoline FC=1C=C2CCN(CC2=CC1[N+](=O)[O-])C